CCCC1=C(C(OC2=C1C=CC(=C2)OC(=O)C)(C)C)C3=CC=C(C=C3)OC The molecule is a member of the class of chromenes that is 2H-1-benzopyran-7-ol acetate substituted by methyl groups at positions 2 and 2, a propyl group at position 4 and a 4-methoxyphenyl group at position 3 respectively. It is a member of chromenes, a monomethoxybenzene and an acetate ester.